C(C1=CC=CC=C1)OC=1C(=C(C=C2C(=NC(=NC12)OC1CCOCC1)N1[C@@H]2CN([C@H](C1)C2)C(=O)OC(C)(C)C)I)Br tertbutyl (1S,4S)-5-{8-(benzyloxy)-7-bromo-6-iodo-2-[(oxan-4-yl) oxy] quinazolin-4-yl}-2,5-diazabicyclo[2.2.1]heptane-2-carboxylate